FC(OC1CCC(CC1)C(=O)O)(F)F 4-(trifluoromethoxy)cyclohexane-1-carboxylic acid